O=C(CCCCCCCNCCCCCCCC(=O)OCCC(CCCCC)CCCCC)O[C@@H]1[C@]2(CC[C@@H](C1)C2(C)C)C 3-pentyloctyl 8-((8-oxo-8-(((1S,2S,4S)-1,7,7-trimethylbicyclo[2.2.1]heptan-2-yl)oxy)octyl)amino)octanoate